Cl.N[C@H]1[C@H](CN(CC1)C1=CC=CC(=N1)S(=O)(=O)NC1=NC(=C(C=C1)C(F)(F)F)C1=C(C=CC=C1)C)F 6-((3S,4R)-4-amino-3-fluoropiperidin-1-yl)-N-(6-(o-tolyl)-5-(trifluoromethyl)pyridin-2-yl)pyridine-2-sulfonamide hydrochloride